[12-[3-chloro-4-[7-[(1R)-2-[[2-[2-(dimethylamino)ethylamino]-2-oxo-ethyl]-ethyl-amino]-1-methyl-2-oxo-ethoxy]-2-oxo-chromen-4-yl]anilino]-12-oxo-dodecyl]-triphenyl-phosphonium ClC=1C=C(NC(CCCCCCCCCCC[P+](C2=CC=CC=C2)(C2=CC=CC=C2)C2=CC=CC=C2)=O)C=CC1C1=CC(OC2=CC(=CC=C12)O[C@@H](C(=O)N(CC)CC(=O)NCCN(C)C)C)=O